2-Chloro-4-((S)-8-(4-(4-(4-(3-(((S)-2,6-dioxopiperidin-3-yl)amino)phenyl)piperazin-1-yl)piperidine-1-carbonyl)phenyl)-3-methyl-2,8-diazaspiro[4.5]decan-2-yl)benzonitrile ClC1=C(C#N)C=CC(=C1)N1CC2(C[C@@H]1C)CCN(CC2)C2=CC=C(C=C2)C(=O)N2CCC(CC2)N2CCN(CC2)C2=CC(=CC=C2)N[C@@H]2C(NC(CC2)=O)=O